2-(4-chlorophenoxy)acetohydrazide ClC1=CC=C(OCC(=O)NN)C=C1